tert-butyl ((1-((3-amino-4-cyclopropoxy benzo[d]isoxazol-6-yl)methyl)-1H-pyrazol-4-yl)methyl)carbamate NC1=NOC2=C1C(=CC(=C2)CN2N=CC(=C2)CNC(OC(C)(C)C)=O)OC2CC2